COC1=C2C(C(=C(OC2=CC(=C1)OC)C1=CC(=C(C(=C1)OC)OC)OC)OCCCSC1=NC=NC2=CC(=CC=C12)F)=O 5,7-dimethoxy-3-(3-((7-fluoroquinazolin-4-yl)thio)propoxy)-2-(3,4,5-trimethoxyphenyl)-4H-chromen-4-one